C[C@@H]([C@H]1CC[C@@H]2[C@@]1(CC[C@H]3[C@H]2CCC4=CC(=O)C=C[C@]34C)C)C(=O)O The molecule is a steroid acid that is 23,24-bisnor-chol-1,4-dien-22-oic acid bearing an additional oxo substituent at position 3. It is a steroid acid and a 3-oxo-Delta(1),Delta(4)-steroid. It is a conjugate acid of a 3-oxo-23,24-bisnorchola-1,4-dien-22-oate(1-). It derives from a hydride of a pregnane.